Chloro-N-[1-(2-cyclopropylpyridin-4-yl)-1H-indazol-4-yl]-5-({[(1-hydroxycyclopropyl)carbonyl]amino}methyl)benzamide ClC1=C(C(=O)NC2=C3C=NN(C3=CC=C2)C2=CC(=NC=C2)C2CC2)C=C(C=C1)CNC(=O)C1(CC1)O